CN1C=NC(=C1)CN[C@@H]1[C@H](CCCC1)O (1S,2S)-2-(((1-methyl-1H-imidazol-4-yl)methyl)amino)cyclohexan-1-ol